ClC1=C(C=C2C=C(N=CC2=C1)NC(=O)C1CC1)C1CCN(CC1)C1C(OCC1)C N-(7-chloro-6-(1-(2-methyltetrahydrofuran-3-yl)piperidin-4-yl)isoquinolin-3-yl)cyclopropanecarboxamide